C(C)OC(=O)C1=C(C(=CC=2NCCOC21)F)Cl.ClC2=C(C1=C(N(CCO1)CCOC)C=C2F)C(=O)OCC ethyl 7-chloro-6-fluoro-4-(2-methoxyethyl)-2,3-dihydro-1,4-benzoxazine-8-carboxylate Ethyl-7-chloro-6-fluoro-3,4-dihydro-2H-1,4-benzoxazine-8-carboxylate